ClC=1C=C2CCC[C@@]3(C2=CC1)COC1=CC=C2C(NS(CCOCCC[C@H]4CC[C@@H]4CN(C3)C1=C2)(=O)=O)=O (3S,6R,22S)-6'-CHLORO-3',4'-DIHYDRO-2'H,15H-SPIRO[10,20-DIOXA-13-THIA-1,14-DIAZATETRACYCLO[14.7.2.03,6.019,24]PENTACOSA-16,18,24-TRIENE-22,1'-NAPHTHALEN]-15-ONE 13,13-DIOXIDE